ClC1=C(C=C(C=C1OC)OC)C1=CC=2C(=NC(=NC2)NCC(C)(O)C)N2C1=NC=N2 1-((4-(2-chloro-3,5-dimethoxyphenyl)-[1,2,4]triazolo[1',5':1,6]pyrido[2,3-d]pyrimidin-8-yl)amino)-2-methyl-2-propanol